(2R,3R,4R,5S)-3,4-dihydroxy-5-((6-(trifluoromethyl)pyrazin-2-yl)amino)tetrahydro-2H-pyran O[C@@H]1COC[C@@H]([C@H]1O)NC1=NC(=CN=C1)C(F)(F)F